ClC1=CC2=C(C=N1)N=C(N2)SCC(=O)NC2=CC(=C(C=C2)OC)OC(F)(F)F 2-((6-chloro-1H-imidazo[4,5-c]pyridin-2-yl)thio)-N-(4-methoxy-3-(trifluoromethoxy)phenyl)acetamide